((4-(dimethylamino)-1-(2-(3-methoxyphenethyl)phenoxy)butan-2-yl)oxy)-2,3-difluoro-4-oxobutanoic acid CN(CCC(COC1=C(C=CC=C1)CCC1=CC(=CC=C1)OC)OC(C(=O)O)(C(C=O)F)F)C